C(C)(C)(C)OC(=O)N1CCN(CC1)CC1=CC=2C(C3=CC=C(C=C3N(C2C=C1)C(=O)OC(C)(C)C)N1CCCCC1)(C)C tert-butyl 2-((4-(tert-butoxycarbonyl)piperazin-1-yl)methyl)-9,9-dimethyl-6-(piperidin-1-yl)acridine-10(9H)-carboxylate